carbamic acid 4-chloro-phenyl ester ClC1=CC=C(C=C1)OC(N)=O